(E)-4-((4-methoxyphenyl)diazenyl)-3,5-dimethylisoxazole COC1=CC=C(C=C1)/N=N/C=1C(=NOC1C)C